2-(2-(2-(5-bromo-3-(3-bromo-4-hydroxy-5-methoxybenzylidene)-2-oxoindol-1-yl)ethoxy)-6-methoxy-1-methyl-1,2,3,4-tetrahydroisoquinolin-1-yl)-N-(thiazol-2-yl)acetamide BrC=1C=C2C(C(N(C2=CC1)CCON1C(C2=CC=C(C=C2CC1)OC)(C)CC(=O)NC=1SC=CN1)=O)=CC1=CC(=C(C(=C1)OC)O)Br